N-Aspartyl-β-Aspartylglucosamine N[C@@H](CC(=O)O)C(=O)N[C@@H](CC(=O)C1(O)[C@H](N)[C@@H](O)[C@H](O)[C@H](O1)CO)C(=O)O